2-amino-6-cyclopropyl-7-(2-methylprop-1-enyl)-1-(5-methyl-1-tetrahydropyran-2-yl-indazol-4-yl)pyrrolo[3,2-c]pyridine-3-carbonitrile NC1=C(C=2C=NC(=C(C2N1C1=C2C=NN(C2=CC=C1C)C1OCCCC1)C=C(C)C)C1CC1)C#N